C(C)(C)(C)OC(=O)N1CCC(CC1)(C)C(=O)C=1C(=NC(=CC1)COC1OCCCC1)Cl 4-[2-chloro-6-(tetrahydropyran-2-yloxymethyl)pyridine-3-carbonyl]-4-methyl-piperidine-1-carboxylic acid tert-butyl ester